(cis)-3-[5-(2-bromoethoxy)-7-(trifluoromethyl)indazol-2-yl]-1-methylcyclobutan-1-ol BrCCOC1=CC2=CN(N=C2C(=C1)C(F)(F)F)C1CC(C1)(O)C